FC1=C(C=O)C(=CC(=C1)C=C1CN(C1)CCCF)F 2,6-difluoro-4-((1-(3-fluoropropyl)azetidin-3-ylidene)methyl)benzaldehyde